2-(3-fluoro-5-(trifluoromethyl)pyridin-2-yl)-2,8-diazaspiro[4.5]decan-1-one hydrochloride Cl.FC=1C(=NC=C(C1)C(F)(F)F)N1C(C2(CC1)CCNCC2)=O